Cl.CN1CC(C1)NC(=O)C1=CC=CN2C1=NC=1C3=C(C=CC1C2=O)C=CC=C3 N-(1-methylazetidin-3-yl)-7-oxo-7H-benzo[h]pyrido[2,1-b]quinazoline-12-carboxamide hydrochloride